3-methylbenzyl bromide CC=1C=C(CBr)C=CC1